COC1=CC=C2C=CC=NC2=C1S(=O)(=O)N 7-methoxyquinoline-8-sulfonamide